(2S,4R)-1-[(2S)-2-(4-cyclopropyltriazol-1-yl)-3,3-dimethyl-butanoyl]-N-[2-(1,1-dioxothiolan-2-yl)ethyl]-4-hydroxy-pyrrolidine-2-carboxamide C1(CC1)C=1N=NN(C1)[C@H](C(=O)N1[C@@H](C[C@H](C1)O)C(=O)NCCC1S(CCC1)(=O)=O)C(C)(C)C